ClC1=C2C(=C(N=N1)C1=C(C=C(C=C1)F)OCC1CCOCC1)SC=C2 4-chloro-7-(4-fluoro-2-((tetrahydro-2H-pyran-4-yl)methoxy)phenyl)thieno[2,3-d]pyridazine